COC(=O)C=1C=CC2=C(N(C(=N2)CC2=C(C=C(C=C2)Br)O)CCOC)C1 2-(4-bromo-2-hydroxybenzyl)-1-(2-methoxyethyl)-1H-benzo[d]Imidazole-6-carboxylic acid methyl ester